FC1=C(C=C(C=C1)NC(=O)C1=NC=CC(=C1)C(F)(F)F)C1=CC2=C(N=C(N=C2)NC)N2C1=NCC2 N-(4-fluoro-3-(2-(methylamino)-8,9-dihydroimidazo[1',2':1,6]pyrido[2,3-d]pyrimidin-6-yl)phenyl)-4-(trifluoromethyl)pyridineamide